ClC1=CC=C(C=C1)C1=C2C(=NC(=C1F)C1=CC=CC=C1)C1=C(O2)C=CC=C1 4-(4-chlorophenyl)-3-fluoro-2-phenylbenzofuro[3,2-b]Pyridine